CN1C(=[N+](C(=C1)CC)C)CC 1,3-dimethyl-2,4-diethylimidazolium